CCCCCC/C=C/C=C\\CCCCCCCC(=O)SCCNC(=O)CCNC(=O)[C@@H](C(C)(C)COP(=O)([O-])OP(=O)([O-])OC[C@@H]1[C@H]([C@H]([C@@H](O1)N2C=NC3=C(N=CN=C32)N)O)OP(=O)([O-])[O-])O The molecule is an octadecadienoyl-CoA(4-) in which the double bonds are located at positions 9 and 11 of the acyl group and have Z and E geometry, respectively. It is an (11E)-Delta(11)-fatty acyl-CoA(4-) and an octadecadienoyl-CoA(4-). It is a conjugate base of a (9Z,11E)-octadecadienoyl-CoA.